CC1=C(C(CC1)=O)C(C)CCCCCC 3-methyl-2-(octan-2-yl)cyclopent-2-en-1-one